14-mercaptotetradecanoic acid SCCCCCCCCCCCCCC(=O)O